N5-cyclopropyl-N3-methyl-1-((3-methyl-1H-indol-4-yl)methyl)-2-oxo-1,2-dihydropyridine-3,5-dicarboxamide C1(CC1)NC(=O)C=1C=C(C(N(C1)CC1=C2C(=CNC2=CC=C1)C)=O)C(=O)NC